C(CCCCCCCCCCCCCCC)(=O)C(C/C=C/[C@H]([C@H](CO)N)O)CCCCCCCCCCC D-7-palmitoyl-sphingosine